(3-CARBAMOTHIOYL)BENZENEBORONIC ACID C(N)(=S)C=1C=C(C=CC1)B(O)O